9-isopropyl-2-(pyridazin-3-yl)-6-(4-(trifluoromethyl)benzyl)-2,6,9-triazaspiro[4.5]decane-7,10-dione C(C)(C)N1CC(N(C2(CCN(C2)C=2N=NC=CC2)C1=O)CC1=CC=C(C=C1)C(F)(F)F)=O